FC1=C2C=CNC2=CC(=C1OC=1C=C(C(=O)NN)C=CC1)F 3-((4,6-difluoro-1H-indol-5-yl)oxy)benzohydrazide